6-chloro-1-(2-methoxyethyl)-1H-pyrrolo[2,3-b]pyridine-4-carbaldehyde ClC=1C=C(C2=C(N1)N(C=C2)CCOC)C=O